ClC1=C2NC(C=3N(C2=C(C(=C1)C1=C2C=NN(C2=CC=C1)S(=O)(=O)C)C)C(=NN3)C)(C)C 6-chloro-1,4,4,9-tetramethyl-8-(1-methylsulfonyl-1H-indazol-4-yl)-5H-[1,2,4]triazolo[4,3-a]quinoxaline